CC1(OCC[C@@H](C1)C=1C=C2C=C(N(C2=CC1)[C@@]1([C@H](C1)C)C1=NOC(N1)=C=O)C(=O)OCC)C ethyl 5-((S)-2,2-dimethyltetrahydro-2H-pyran-4-yl)-1-((1S,2S)-2-methyl-1-(5-carbonyl-4,5-dihydro-1,2,4-oxadiazol-3-yl) cyclopropyl)-1H-indole-2-carboxylate